NC1=C(C(=C(S1)C(=O)OCC)C)C#N ethyl 5-amino-4-cyano-3-methylthiophene-2-carboxylate